ClC1=CC=C(C=C1)C=1N=C2N(C=CC=N2)C1CN1CC2CCC(C1)N2C(=O)NCC2=C(C=CC=C2F)F 3-{[2-(4-chlorophenyl)imidazo[1,2-a]pyrimidin-3-yl]methyl}-N-(2,6-difluorobenzyl)-3,8-diaza-bicyclo[3.2.1]octane-8-carboxamide